CC1=C(C=CC=C1NC=1N=CC=C2C=C(C=NC12)CN1C(CCCC1)CC(=O)O)C1=C(C(=CC=C1)OCCCN1CCN(CC1)C)C 1-((8-((2,2'-dimethyl-3'-(3-(4-methylpiperazin-1-yl)propoxy)-[1,1'-biphenyl]-3-yl)amino)-1,7-naphthyridin-3-yl)methyl)piperidine-2-acetic acid